(2S)-2-[(tert-butoxycarbonyl)amino]-3-[3-(dihydroxyboranyl)-5-fluoro-2-[(4-methoxyphenyl)methoxy]phenyl]propanoic acid C(C)(C)(C)OC(=O)N[C@H](C(=O)O)CC1=C(C(=CC(=C1)F)B(O)O)OCC1=CC=C(C=C1)OC